C(C)(C)(C1=CC=C(N)C=C1)C1=CC=C(N)C=C1 4,4'-isopropylidenedianiline